(S)-N-(7-(2-(1-amino-2-(3,5-difluorophenyl)ethyl)-4-oxopyrido[2,3-d]pyrimidin-3(4H)-yl)-4-chloro-1-methyl-1H-indazol-3-yl)-N-(4-methoxybenzyl)methanesulfonamide hydrochloride Cl.N[C@@H](CC1=CC(=CC(=C1)F)F)C=1N(C(C2=C(N1)N=CC=C2)=O)C=2C=CC(=C1C(=NN(C21)C)N(S(=O)(=O)C)CC2=CC=C(C=C2)OC)Cl